C(#N)C1=C(C=C(C=N1)NC([C@@](CN1N=CC(=C1)CNC(CCCC[C@H]1SCC2NC(NC21)=O)=O)(C)O)=O)C(F)(F)F N-((1-((S)-3-((6-Cyano-5-(trifluoromethyl)pyridin-3-yl)amino)-2-hydroxy-2-methyl-3-oxopropyl)-1H-pyrazol-4-yl)methyl)-5-((4R)-2-oxohexahydro-1H-thieno[3,4-d]imidazol-4-yl)pentanamide